C12(CC(C1)C2)NC(=O)N[C@H](C)C2=CC(=CC=C2)C(F)(F)F (R)-1-bicyclo[1.1.1]pent-1-yl-3-[1-(3-trifluoromethyl-phenyl)-ethyl]-urea